FC1=C(C=C(C(=C1)F)[N+](=O)[O-])CC(=O)N1CCOCC1 2-(2,4-difluoro-5-nitrophenyl)-1-morpholinoethan-1-one